N(C(=N)N)CC(=O)O.N(C(=N)N)CC(=O)O guanidinoacetic acid, guanidinoacetic acid salt